[Ni+2].N1=CC=CC2=CCCC=C12 6,7-dihydroquinoline nickel (II)